bromocrotonate Br/C(/C(=O)[O-])=C\C